CON1C(C(=CC1=O)C1=CC=CC=C1)=O N-methoxyphenylmaleimide